ClC=1C=2N(C=CC1)N=C(C2)[C@H]2N(CCC1=C2N=CN1)C(=O)C1=NC(=NN1C)C (S)-(4-(4-chloropyrazolo[1,5-a]pyridin-2-yl)-6,7-dihydro-1H-imidazo[4,5-c]pyridin-5(4H)-yl)(1,3-dimethyl-1H-1,2,4-triazol-5-yl)methanone